BrC=1C(=NC(=CC1)C1CCOCC1)CN (3-bromo-6-(tetrahydro-2H-pyran-4-yl)pyridin-2-yl)methylamine